N,N,N',N'-tetraglycidyl-4,4'-methylene-bisbenzenamine C(C1CO1)N(C1=CC=C(C=C1)CC1=CC=C(C=C1)N(CC1CO1)CC1CO1)CC1CO1